2-(3-{[2-methoxy-4-(pyridin-4-yl)phenyl]amino}prop-1-yn-1-yl)-N-(1-methylpiperidin-4-yl)-1-(2,2,2-trifluoroethyl)-1H-indol-4-amine COC1=C(C=CC(=C1)C1=CC=NC=C1)NCC#CC=1N(C=2C=CC=C(C2C1)NC1CCN(CC1)C)CC(F)(F)F